2-((4-(6-((4-(dimethylcarbamoyl)-2-fluorobenzyl)oxy)pyridin-2-yl)piperidin-1-yl)methyl)-1-(2-methoxyethyl)-1H-benzo[d]imidazole CN(C(=O)C1=CC(=C(COC2=CC=CC(=N2)C2CCN(CC2)CC2=NC3=C(N2CCOC)C=CC=C3)C=C1)F)C